C(C)(C)C=1C(=NNC1C=1C=C(C=2N(C1)N=CN2)OC)C2=NC=C(C=C2)N2CCN(CC2)CCC(F)(F)F 6-(4-isopropyl-3-(5-(4-(3,3,3-trifluoropropyl)piperazin-1-yl)pyridin-2-yl)-1H-pyrazol-5-yl)-8-methoxy-[1,2,4]triazolo[1,5-a]pyridine